N-[(2S)-1-{4-[(2-methyl-1,3-benzothiazol-6-yl)sulfonyl]piperazin-1-yl}propan-2-yl]-8-(6-methylpyridin-3-yl)quinazolin-4-amine CC=1SC2=C(N1)C=CC(=C2)S(=O)(=O)N2CCN(CC2)C[C@H](C)NC2=NC=NC1=C(C=CC=C21)C=2C=NC(=CC2)C